(E)-2,4-difluoro-N-(5-(4-(4-(4-oxopent-2-enoyl)piperazin-1-yl)pyrido[3,2-d]pyrimidin-6-yl)-2-(trifluoro-methoxy)pyridin-3-yl)benzene-sulfonamide FC1=C(C=CC(=C1)F)S(=O)(=O)NC=1C(=NC=C(C1)C=1C=CC=2N=CN=C(C2N1)N1CCN(CC1)C(\C=C\C(C)=O)=O)OC(F)(F)F